4-fluoro-2-(fluoromethyl)-2-(hydroxymethyl)oxolan-3-ol FC1C(C(OC1)(CO)CF)O